FC(C(=O)C1=CC=C(C=C1)CCCC)(F)F 2,2,2-Trifluoro-1-(4-butylphenyl)ethan-1-one